ClC1=CC=C(C(=N1)C(=O)O)N[C@@H](C)C=1C=C(C=C2C(N(C(=NC12)N1C[C@@H]2C([C@@H]2C1)O)C)=O)F 6-chloro-3-(((S)-1-(6-fluoro-2-((1R,5S,6R)-6-hydroxy-3-azabicyclo[3.1.0]hexan-3-yl)-3-methyl-4-oxo-3,4-dihydroquinazolin-8-yl)ethyl)amino)picolinic acid